ClC1=CC=C(C=C1)C1CCN(CC1)S(=O)(=O)[C@@H]1CN(CC1)C#N (S)-3-((4-(4-chlorophenyl)piperidin-1-yl)sulfonyl)pyrrolidine-1-carbonitrile